FC(OC1=C(C(=O)N[C@H]2[C@H](C2)F)C(=CC(=C1)C=1C=NN2C1C=CC(=C2)C(C)(S(=O)(=O)C)C)OC)F 2-(difluoromethoxy)-N-[(1R,2S)-2-fluorocyclopropyl]-6-methoxy-4-[6-(1-methyl-1-methylsulfonylethyl)pyrazolo[1,5-a]pyridin-3-yl]benzamide